ClC1=CC=C(S1)C1=C(C=C(C=C1)S(=O)(=O)C)NS(=O)(=O)C=1C=C(C(=O)OC)C=CC1C1CC1 Methyl 3-(N-(2-(5-chlorothiophen-2-yl)-5-(methylsulfonyl)phenyl)sulfamoyl)-4-cyclopropylbenzoate